(2S,3S)-3-[tert-butyl(dimethyl)silyl]oxy-N-(5-chloro-2,4-difluoro-phenyl)-5-oxo-pyrrolidine-2-carboxamide [Si](C)(C)(C(C)(C)C)O[C@@H]1[C@H](NC(C1)=O)C(=O)NC1=C(C=C(C(=C1)Cl)F)F